N-((1r,4r)-4-((5-(1-(2,2-difluoroethyl)-2-methyl-1H-imidazo[4,5-b]pyridin-6-yl)-4-methoxy-7H-pyrrolo[2,3-d]pyrimidin-2-yl)amino)-1-methylcyclohexyl)acetamide FC(CN1C(=NC2=NC=C(C=C21)C2=CNC=1N=C(N=C(C12)OC)NC1CCC(CC1)(C)NC(C)=O)C)F